C1(CC1)NC(C1=C(C=C(C(=C1)N1N=CC(=C1)C=1C(=NC=C(C1)N[C@@H]1[C@@H](CNCC1)O)F)C)F)=O N-cyclopropyl-2-fluoro-5-(4-(2-fluoro-5-(((3R,4S)-3-hydroxypiperidin-4-yl)amino)pyridin-3-yl)-1H-pyrazol-1-yl)-4-methylbenzamide